(E)-3-(4-Hydroxy-3-nitrophenyl)-1-(4-iodophenyl)prop-2-en OC1=C(C=C(C=C1)/C=C/CC1=CC=C(C=C1)I)[N+](=O)[O-]